N-(1-(4-(4-chloro-3-(7-oxa-2-azaspiro[3.5]nonan-2-yl)benzyl)piperazine-1-carbonyl)-1H-pyrazol-3-yl)methanesulfonamide ClC1=C(C=C(CN2CCN(CC2)C(=O)N2N=C(C=C2)NS(=O)(=O)C)C=C1)N1CC2(C1)CCOCC2